chromium L-lactate C([C@@H](O)C)(=O)[O-].[Cr+3].C([C@@H](O)C)(=O)[O-].C([C@@H](O)C)(=O)[O-]